C(C1=CC=CC=C1)N(C1=NC(=NC=2C(CCCC12)OCC(=O)OC)N1C(=CC2=C(C=CC=C12)C#N)C)CC1=C(C=C(C=C1)OC)OC methyl 2-((4-(benzyl(2,4-dimethoxybenzyl)amino)-2-(4-cyano-2-methyl-indol-1-yl)-5,6,7,8-tetrahydroquinazolin-8-yl)oxy)acetate